Ammonium cerium(IV) sulfate S(=O)(=O)([O-])[O-].[Ce+4].[NH4+]